L-cysteine-methyl ester-HCl Cl.COC([C@@H](N)CS)=O